[18F]C(=O)[C@@H]([C@@H](O)[C@H](O)[C@H](O)CO)[2H] [18F]-fluoro-2-deoxy-2-d-glucose